1-(2-methylpropyl)-1H-imidazo(4,5-c)quinoline-4-amine CC(CN1C=NC=2C(=NC=3C=CC=CC3C21)N)C